2,2-dimethyl-3-(4-(4,4,5,5-tetramethyl-1,3,2-dioxaborolan-2-yl)-1H-pyrazol-1-yl)propionitrile CC(C#N)(CN1N=CC(=C1)B1OC(C(O1)(C)C)(C)C)C